3-(1-((3,3-Difluorocyclobutyl)methyl)-1H-pyrazol-4-yl)-6-((2-methyl-1-((2-(trimethylsilyl)ethoxy)methyl)-1H-benzo[d]imidazol-6-yl)oxy)quinoxalin-5-amine FC1(CC(C1)CN1N=CC(=C1)C=1C=NC=2C=CC(=C(C2N1)N)OC=1C=CC2=C(N(C(=N2)C)COCC[Si](C)(C)C)C1)F